(R)-2-(4-fluoro-2-methyl-phenoxy)-N-[3-(methylsulfonimidoyl)phenyl]-5-(trifluoromethyl)pyridine-3-carboxamide FC1=CC(=C(OC2=NC=C(C=C2C(=O)NC2=CC(=CC=C2)[S@@](=O)(=N)C)C(F)(F)F)C=C1)C